CC1=CC=2C(C3=CC=CC=C3OC2C(=C1)C)=O 2,4-dimethyl-xanthone